ClC=1C=C(CNC(C(=O)NN)=O)C=CC1F N-(3-chloro-4-fluorobenzyl)-2-hydrazino-2-oxoacetamide